FC1(CC[N+](CC1)(CC(=O)NC1=C(SC=C1C)C(=O)OC)CC(=O)[N-]C1=NOC=C1C)C (2-((1s,4s)-4-fluoro-1-(2-((2-(methoxycarbonyl)-4-methylthiophen-3-yl)amino)-2-oxoethyl)-4-methylpiperidin-1-ium-1-yl)acetyl)(4-methylisoxazol-3-yl)amide